(piperazin-1-yl)-1,6-naphthyridine N1(CCNCC1)C1=NC2=CC=NC=C2C=C1